phosphocine P1=CC=CC=CC=C1